ClC1=C(C=CC(=C1)C(C1=CC=CC=C1)=O)SC1=CC=C(C=C1)[S+](C1=C(C=CC=C1)F)C1=C(C=CC=C1)F 4-(2-chloro-4-benzoylphenylthio)phenyldi(fluorophenyl)sulfonium